(6aR,10aR)-1-hydroxy-6,6,9-trimethyl-3-(4-pentenyl)-6a,7,8,10a-tetrahydro-6H-dibenzo[b,d]pyran-2-carboxylic acid OC1=C(C(=CC=2OC([C@H]3[C@H](C21)C=C(CC3)C)(C)C)CCCC=C)C(=O)O